C[Si](OC=1C=C(C=CC1)C(CC1OCC(CO1)=O)C)(C)C 2-(2-{3-[(trimethylsilyl)oxy]phenyl}propyl)-1,3-dioxan-5-one